tert-butyl 4-(6-((2-cyclopropoxyethyl)carbamoyl)pyridin-3-yl)piperazine-1-carboxylate C1(CC1)OCCNC(=O)C1=CC=C(C=N1)N1CCN(CC1)C(=O)OC(C)(C)C